4-(4-(4-Chloro-3-fluorophenyl)cyclohexyl)-5-fluoro-2-methoxyaniline ClC1=C(C=C(C=C1)C1CCC(CC1)C1=CC(=C(N)C=C1F)OC)F